(R)-4-(3-(4-acryloylmorpholin-3-yl)-5-chlorophenyl)-1-methylpyridin-2(1H)-one C(C=C)(=O)N1[C@@H](COCC1)C=1C=C(C=C(C1)Cl)C1=CC(N(C=C1)C)=O